tert-Butyl 6-[4-[[3-fluoro-4-(5-hydroxypyridin-3-yl)phenyl]methyl]piperazin-1-yl]pyridazine-3-carboxylate FC=1C=C(C=CC1C=1C=NC=C(C1)O)CN1CCN(CC1)C1=CC=C(N=N1)C(=O)OC(C)(C)C